2-chloro-2-Oxoethane ClC(C)=O